C1(=CC=CC=C1)C1=NC=CC=C1.[Ir+3] iridium (III) phenylpyridine